N1C[C@@H](CC1)N (R)-pyrrolidin-3-amine